3-(1H-pyrazol-4-yl)pyrazine-2-carbonitrile N1N=CC(=C1)C=1C(=NC=CN1)C#N